4-bromo-N1-(trans-4-methoxycyclohexyl)benzene-1,2-diamine BrC=1C=C(C(=CC1)N[C@@H]1CC[C@H](CC1)OC)N